C(C)(C)(C)C1=CC=C(C(=O)O)C=C1 4-tertbutyl-benzoic acid